C(C1=CC=CC=C1)C=1N(C(OC1)=O)C(\C=C\C1=C(C=CC=C1)C(F)(F)F)=O (E)-4-benzyl-3-(3-(2-trifluoromethylphenyl)acryloyl)oxazolin-2-one